1-(tert-butyl) 2-methyl (2R,5S)-5-((1-(methylsulfonyl)piperidin-3-yl)methyl)pyrrolidine-1,2-dicarboxylate CS(=O)(=O)N1CC(CCC1)C[C@@H]1CC[C@@H](N1C(=O)OC(C)(C)C)C(=O)OC